FC1=C(C=C(C=C1)OC(F)(F)F)[C@H](C)N[S@@](=O)C(C)(C)C (S)-N-((S)-1-(2-fluoro-5-(trifluoromethoxy)phenyl)ethyl)-2-methylpropane-2-sulfinamide